[Si](C)(C)(C(C)(C)C)O[C@@H]1[C@@H](O[C@@H]([C@@H]1O)CO[Si](C)(C)C(C)(C)C)N1C=2N=C(NC(C2N=C1)=O)NC(C(C)C)=O N-(9-((2R,3S,4S,5R)-3-(tert-Butyldimethylsilanyloxy)-5-((tert-Butyldimethylsilanyloxy)methyl)-4-hydroxy-tetrahydrofuran-2-yl)-6-oxo-6,9-dihydro-1H-purin-2-yl)isobutyramide